2-cyclohexenylmethyl-3-cyclohexylcarboxylate C1(=CCCCC1)CC1CCCCC1C(=O)[O-]